FC1=CC=C(C=C1)CNC(=O)C=1C(C(=C2N(C[C@@H]3N([C@H](CCN3CC(C)C)C)C2=O)C1)O)=O (4S,12aS)-N-[(4-Fluorophenyl)methyl]-7-hydroxy-4-methyl-1-(2-methylpropyl)-6,8-dioxo-1,2,3,4,6,8,12,12a-octahydropyrido[1',2':4,5]pyrazino[1,2-a]pyrimidine-9-carboxamide